BrC1=CC=C(COC2=CC(=C(C=CN3CCCC3)C=C2)[N+](=O)[O-])C=C1 1-(4-(4-bromobenzyloxy)-2-nitrostyryl)pyrrolidine